(3'-Cyano-6'-thiophen-2-yl-[3,4']bipyridinyl-2'-yloxy)-phenyl-acetic acid C(#N)C=1C(=NC(=CC1C=1C=NC=CC1)C=1SC=CC1)OC(C(=O)O)C1=CC=CC=C1